C[C@](C=C)(CCCC(C)C)O |r| (+-)-3,7-DIMETHYL-1-OCTEN-3-OL